(R)-3-(3-(4-(1H-Pyrrolo[2,3-b]pyridin-3-yl)furan-2-yl)phenyl)-3-hydroxy-1-methylpyrrolidin-2-one N1C=C(C=2C1=NC=CC2)C=2C=C(OC2)C=2C=C(C=CC2)[C@]2(C(N(CC2)C)=O)O